tert-Butyl-N-[3-({[(3aR,4R,6R,6aS)-6-{4-chloropyrrolo[2,3-d]pyrimidin-7-yl}-2,2-dimethyl-tetrahydro-3aH-cyclopenta[d][1,3]dioxol-4-yl]methyl}(1H-pyrazol-4-yl)amino)propyl]carbamate C(C)(C)(C)OC(NCCCN(C=1C=NNC1)C[C@H]1C[C@H]([C@@H]2OC(O[C@@H]21)(C)C)N2C=CC1=C2N=CN=C1Cl)=O